OC1(CCN(CC1)C(=O)OC(C)(C)C)CO tert-butyl 4-hydroxy-4-(hydroxymethyl)piperidine-1-carboxylate